(1R)-trans-2,2-dimethyl-3-(1-propynyl)cyclopropanecarboxylic acid ethyl ester C(C)OC(=O)[C@H]1C([C@@H]1C#CC)(C)C